4-((2'S,3S,4'S,5'R)-1-(4-carboxybenzyl)-6-chloro-4'-(3-chloro-2-fluorophenyl)-2'-Neopentylspiro[indoline-3,3'-pyrrolidine]-5'-carboxamido)-3-methoxybenzoic acid C(=O)(O)C1=CC=C(CN2C[C@@]3([C@@H](N[C@H]([C@@H]3C3=C(C(=CC=C3)Cl)F)C(=O)NC3=C(C=C(C(=O)O)C=C3)OC)CC(C)(C)C)C3=CC=C(C=C23)Cl)C=C1